BrC1(NC(=CC(=C1)OC)S(=O)(=O)C)C=CC(=O)OCCCCCCC[Si](OC)(OC)C 2-bromo-4-methoxy-6-(methylsulfonyl)pyridineacryloyloxyheptyl-methyldimethoxysilane